N-[7-benzyloxy-5-fluoro-6-(1,1,4-trioxo-1,2,5-thiadiazolidin-2-yl)-2-naphthyl]-2-[1-[1-(2,6-dioxo-3-piperidyl)-3-methyl-2-oxo-benzimidazol-5-yl]-3,5-dimethyl-pyrazol-4-yl]acetamide C(C1=CC=CC=C1)OC1=C(C(=C2C=CC(=CC2=C1)NC(CC=1C(=NN(C1C)C1=CC2=C(N(C(N2C)=O)C2C(NC(CC2)=O)=O)C=C1)C)=O)F)N1S(NC(C1)=O)(=O)=O